(3-fluoro-2-(pyrimidin-2-yl)phenyl)((1S,4R,6R)-6-((5-(trifluoromethyl)pyrimidin-2-yl)amino)-2-azabicyclo[2.2.2]octan-2-yl)methanone FC=1C(=C(C=CC1)C(=O)N1[C@@H]2[C@@H](C[C@H](C1)CC2)NC2=NC=C(C=N2)C(F)(F)F)C2=NC=CC=N2